The molecule is a phenolate anion resulting from the deprotonation of the hydroxy group that is ortho to the nitro group of 4-methyl-3-nitrocatechol; the major microspecies at pH 7.3. It is a conjugate base of a 4-methyl-3-nitrocatechol. CC1=C(C(=C(C=C1)O)[O-])[N+](=O)[O-]